COC(=O)C1=C(C(=NC=C1OC1=C(C=C(C=C1)F)C)C(F)(F)F)C (4-fluoro-2-methyl-phenoxy)-3-methyl-2-(trifluoromethyl)pyridine-4-carboxylic acid methyl ester